FC1=C(C=C2C(=NN(C2=C1)C1OCCCC1)C#C[Si](C(C)C)(C(C)C)C(C)C)C=1C=NN(C1O[C@H]1CNCCC1)C 2-[6-fluoro-5-[1-methyl-5-[[(3R)-3-piperidinyl]oxy]pyrazol-4-yl]-1-tetrahydropyran-2-yl-indazol-3-yl]ethynyl-triisopropyl-silane